COC(=O)C=1C2=C(N=CN1)NC=C2C#N 5-cyano-7H-pyrrolo[2,3-d]pyrimidine-4-carboxylic acid methyl ester